N-(2-fluoroethyl)benzamide FCCNC(C1=CC=CC=C1)=O